C(C(C)C)[O-] iso-butanolate